C(C(=C)C)(=O)OC=1C=C2C(OC3(C4=CC=C(C=C4OC=4C=C(C=CC34)O)O)C2=CC1)=O 3',6'-dihydroxy-3-oxo-3H-spiro[isobenzofuran-1,9'-xanthen]-5-yl methacrylate